5-((1-(4-(3-(Dimethylamino)-4-methylpyrrolidin-1-yl)phenyl)-1H-imidazol-4-yl)amino)pyrazine-2-carbonitrile CN(C1CN(CC1C)C1=CC=C(C=C1)N1C=NC(=C1)NC=1N=CC(=NC1)C#N)C